2-formyl-5-methyl-1H-pyrrole-3-carboxylic acid C(=O)C=1NC(=CC1C(=O)O)C